2-[3-(2H-Benzotriazol-2-yl)-4-hydroxyphenyl]ethyl methacrylate C(C(=C)C)(=O)OCCC1=CC(=C(C=C1)O)N1N=C2C(=N1)C=CC=C2